C(CCCCC(C)C)C(C(C(C(=O)O)(CCCCCC(C)C)CCCCCC(C)C)(O)C(=O)O)C(=O)O.C(CC(O)(C(=O)OCCCCCC(C)C)CC(=O)OCCCCCC(C)C)(=O)OCCCCCC(C)C Triisooctyl citrate (triisooctyl citrate)